4-(3-(2,4-Difluoro-3-hydroxy-5-(trifluoromethyl)phenyl)-1-methyl-1H-pyrazolo[4,3-c]pyridin-6-yl)-3,3-dimethylthiomorpholine 1,1-dioxide FC1=C(C=C(C(=C1O)F)C(F)(F)F)C1=NN(C2=C1C=NC(=C2)N2C(CS(CC2)(=O)=O)(C)C)C